C(C)(C)(C)OC(=O)N1CC2(C1)C[C@@H](CC2)N2CCC(CC2)C2=C(C=CC(=C2)Cl)OC (R)-6-(4-(5-chloro-2-methoxyphenyl)piperidin-1-yl)-2-azaspiro[3.4]octane-2-carboxylic acid tert-butyl ester